FC(C(=O)O)(F)F.CN1N=C(C2=CC=CC(=C12)C1CCNCC1)N1C(NC(CC1)=O)=O 1-(1-methyl-7-(piperidin-4-yl)-1H-indazol-3-yl)dihydropyrimidine-2,4(1H,3H)-dione 2,2,2-trifluoroacetate